ClCC(C(CCl)Cl)O 1,3,4-trichloro-2-butanol